N(=N/C(=O)OC(C)(C)C)/C(=O)OC(C)(C)C di-tert-butyl (Z)-diazene-1,2-dicarboxylate